1-(4-(bromomethyl)phenyl)-3-methoxy-5-methyl-1H-pyrazole BrCC1=CC=C(C=C1)N1N=C(C=C1C)OC